2,6-Difluoro-3-(1-methyl-6-(1,9-dioxa-4-azaspiro[5.5]undecan-4-yl)-1H-pyrazolo[3,4-d]pyrimidin-3-yl)-5-(trifluoromethyl)phenol FC1=C(C(=C(C=C1C1=NN(C2=NC(=NC=C21)N2CCOC1(C2)CCOCC1)C)C(F)(F)F)F)O